CC1=CC=CC(=N1)C1=C(N=CN1)C=1C=C2C=C(C=NC2=CC1)N1CCC(CC1)C(=O)OC1CNC1 azetidin-3-yl 1-[6-[5-(6-methyl-2-pyridyl)-1H-imidazol-4-yl]-3-quinolyl]piperidine-4-carboxylate